FC=1[C@@]2(C3=CC=CC=C3C1C)CC(CCC2)=O (R)-2'-fluoro-3'-methylspiro[cyclohexane-1,1'-inden]-3-one